FC1=CN=C2N1C=C(C=C2C(=O)NC=2C=NC=C(C2)C2(CC(C2)C)C2=NN=CN2C)CNC2(CC2)C 3-fluoro-N-(5-((1s,3s)-3-methyl-1-(4-methyl-4H-1,2,4-triazol-3-yl)cyclobutyl)pyridin-3-yl)-6-(((1-methylcyclopropyl)amino)methyl)imidazo[1,2-a]pyridine-8-carboxamide